ClC1=CC=2N(C=C1)N=CC2C2=CN=C(S2)C(=O)N[C@@H](CCN2CCCCC2)C2=NC=CC(=C2)NS(=O)(=O)C2CC2 (S)-5-(5-chloropyrazolo[1,5-a]pyridin-3-yl)-N-(1-(4-(cyclopropanesulfonamido)pyridin-2-yl)-3-(piperidin-1-yl)propyl)thiazole-2-carboxamide